(3-fluoro-4-(4-((4-fluorobenzo[d]thiazol-5-yl)amino)quinolin-6-yl)phenyl)(piperazin-1-yl)methanone FC=1C=C(C=CC1C=1C=C2C(=CC=NC2=CC1)NC=1C=CC2=C(N=CS2)C1F)C(=O)N1CCNCC1